(R)-6-(2-(2-fluoro-4-((4-(morpholinomethyl)phenyl)ethynyl)phenyl)-3-(3-methoxyazetidin-1-yl)propyl)-5-hydroxypyrimidin-4(3H)-one FC1=C(C=CC(=C1)C#CC1=CC=C(C=C1)CN1CCOCC1)[C@@H](CC1=C(C(NC=N1)=O)O)CN1CC(C1)OC